methyl 2-(4-(2-((1-(difluoroboryl)-3-(4-methoxyphenyl)-5-phenyl-1H-pyrrol-2-yl)imino)-5-phenyl-2H-pyrrol-3-yl)phenoxy)acetate FB(N1C(=C(C=C1C1=CC=CC=C1)C1=CC=C(C=C1)OC)N=C1N=C(C=C1C1=CC=C(OCC(=O)OC)C=C1)C1=CC=CC=C1)F